(3-Aminopyrrolidin-1-yl)(5-(4-(trifluoromethyl)phenoxy)naphthalen-2-yl)methanone NC1CN(CC1)C(=O)C1=CC2=CC=CC(=C2C=C1)OC1=CC=C(C=C1)C(F)(F)F